F[Zn] fluorozinc